C(C)(C)(C)N1N=CC(=C1)C1=C(C(=O)O)C=C(C=C1)NC(=O)C1(CC1)C1=C(C=C(C=C1)OC(F)(F)F)F 2-(1-tert-Butyl-1H-pyrazol-4-yl)-5-[({1-[2-fluoro-4-(trifluoro-methoxy)phenyl]cyclopropyl}carbonyl)amino]benzoic acid